O1CCOC2=C1C=CC(=C2)C=2C(=C(C=CC2)C2=CC=C(C(=N2)C)CO)C [6-[3-(2,3-dihydro-1,4-benzodioxin-6-yl)-2-methyl-phenyl]-2-methyl-3-pyridyl]methanol